N-(5-(cyclopropylethynyl)-1,3,4-thiadiazol-2-yl)-2'-(difluoromethyl)-5'-methoxy-[3,4'-bipyridine]-4-carboxamide C1(CC1)C#CC1=NN=C(S1)NC(=O)C1=C(C=NC=C1)C1=CC(=NC=C1OC)C(F)F